C(C)OC(CCCCCCCCCCCCCCC)=O Ethyl-hexadecanoate